chloro-2-cyclopropyl-6-methoxy-3,4-dihydro-2,7-naphthyridin-1(2H)-one ClC1N(C(C2=CN=C(C=C2C1)OC)=O)C1CC1